F[P-](F)(F)(F)(F)F.BrC=1C=C(N[N+]#N)C=C(C1)F 3-bromo-5-fluoroanilinediazonium hexafluorophosphate